CC1N(CC=C(CC1)C=1C(=C(C=C2CCCOC12)NC1=NC(=CC(=N1)C)NC)C)C(=O)OC(C)(C)C tert-butyl 2-methyl-5-[7-methyl-6-[[4-methyl-6-(methylamino)pyrimidin-2-yl]amino]chroman-8-yl]-2,3,4,7-tetrahydroazepine-1-carboxylate